3-amino-5-(benzyloxymethyl)pyrazole-1-carboxylic acid tert-butyl ester C(C)(C)(C)OC(=O)N1N=C(C=C1COCC1=CC=CC=C1)N